FC(C(O[Si](C)(C)C)[C@H]1[C@H]2CC[C@@H](CN1C(=O)OCC1=CC=CC=C1)N2C(=O)OC(C)(C)C)(F)F 3-benzyl 8-(tert-butyl) (1R,2R,5S)-2-(2,2,2-trifluoro-1-((trimethylsilyl) oxy) ethyl)-3,8-diazabicyclo[3.2.1]octane-3,8-dicarboxylate